C1=CC=CC=2C3=CC=CC=C3C(C12)COC(=O)N[C@H](C(=O)O)CCCC (2S)-2-([[(9H-fluoren-9-yl)methoxy]carbonyl]amino)hexanoic acid